OC1=C(C=CC(=C1)C(C)(C)C)C1=CC(=CC(=C1)C1=C(C=C(C=C1)C(C)(C)C)O)C1=C(C=C(C=C1)C(C)(C)C)O 1,3,5-tris(2-hydroxy-4-tert-butylphenyl)benzene